(3-methyltetrahydrofuran-3-yl)-6-(3-pyridinyl)pyridine-2,3-diamine CC1(COCC1)C1=C(C(=NC(=C1)C=1C=NC=CC1)N)N